C(CS)(=O)OCCOC(CS)=O ethylene glycol dithioglycolate